5-((4-(1H-pyrazol-5-yl)pyridin-3-yl)methoxy)-2-methoxyisonicotinaldehyde N1N=CC=C1C1=C(C=NC=C1)COC1=CN=C(C=C1C=O)OC